C1(CC1)CN1N=C(C=C1)C=1C=NC=2CCN(CC2C1)C1=C(C(=C(N=N1)C#N)C)C 6-[3-[1-(cyclopropylmethyl)pyrazol-3-yl]-7,8-dihydro-5H-1,6-naphthyridin-6-yl]-4,5-dimethyl-pyridazine-3-carbonitrile